CNC(NC1=CC=C(C(=O)OC=2C=3N(C(=CC2)CC(=O)O)N=CN3)C=C1)=N 2-(8-(4-(3-methylguanidino)benzoyloxy)-[1,2,4]triazolo[1,5-a]pyridin-5-yl)acetic acid